[Si](C1=CC=CC=C1)(C1=CC=CC=C1)(C(C)(C)C)OC[C@@]12CC3(C(C3)(F)F)CN2CCC12CC2 (7a'R)-7a'-(((tert-butyldiphenylsilyl)oxy)methyl)-2'',2''-difluorotetrahydro-5'H-dispiro[cyclopropane-1,1'-pyrrolizine-6',1''-cyclopropane]